S1C(=CC=C1)C1=C(N=C(C2=CC=CC=C12)C(=O)[O-])C=1SC=CC1 dithiophenyl-isoquinolate